tert-butyl 4-[4-[ethoxy(propyl)carbamoyl]-2-(tritylamino)-3H-1-benzazepin-8-yl]-3,5-dioxo-piperidine-1-carboxylate C(C)ON(C(=O)C=1CC(=NC2=C(C1)C=CC(=C2)C2C(CN(CC2=O)C(=O)OC(C)(C)C)=O)NC(C2=CC=CC=C2)(C2=CC=CC=C2)C2=CC=CC=C2)CCC